C(CC)C1=CC=C(/C=C/C2=CC=C(C=C2)OC)C=C1 trans-1-(4-propylstyryl)-4-methoxybenzene